C1(CC1)S(=O)(=O)N1N=CC(=C1)C1=NC=CC(=N1)NC1=CC(=C(C=N1)C#CCCCCNC(=O)N1CCOCC1)NC(C)C N-(6-(6-((2-(1-(cyclopropylsulfonyl)-1H-pyrazol-4-yl)pyrimidin-4-yl)amino)-4-(isopropylamino)pyridin-3-yl)hex-5-yn-1-yl)morpholine-4-carboxamide